COC(=O)C1=CC2=C(S1)C=C(C=C2OC(C)C)N(C)C 6-dimethylamino-4-isopropoxybenzo[b]thiophene-2-carboxylic acid methyl ester